2-[(2E)-2-(aminomethyl)-3-fluoroprop-2-en-1-yl]-4-({5-[2-(morpholin-4-yl)pyrimidin-5-yl]thiophen-2-yl}methyl)-2,4-dihydro-3H-1,2,4-triazol-3-one hydrochloride Cl.NC/C(/CN1N=CN(C1=O)CC=1SC(=CC1)C=1C=NC(=NC1)N1CCOCC1)=C\F